OCCCNC(CC)=O N-(3-hydroxypropyl)propanamide